N1-(4-methoxybenzyl)-1,2-propanediamine COC1=CC=C(CNCC(C)N)C=C1